2-(4-((2-(2-chloro-6-fluorophenyl)pyrazolo[1,5-a][1,3,5]triazin-4-yl)amino)phenyl)-2-methylpropanenitrile ClC1=C(C(=CC=C1)F)C1=NC=2N(C(=N1)NC1=CC=C(C=C1)C(C#N)(C)C)N=CC2